(E)-N-(2-(2,4-Dihydroxy-5-methylbenzoyl)isoindolin-4-yl)-4-morpholinobut-2-enamide OC1=C(C(=O)N2CC3=CC=CC(=C3C2)NC(\C=C\CN2CCOCC2)=O)C=C(C(=C1)O)C